(3R,4S)-3-((7-cyano-5-(isopropylamino)-2,6-naphthyridin-3-yl)amino)-4-fluoropiperidine-1-carboxylic acid tert-butyl ester C(C)(C)(C)OC(=O)N1C[C@H]([C@H](CC1)F)NC=1N=CC2=CC(=NC(=C2C1)NC(C)C)C#N